perfluorodithienylvinylcarboxylic acid FC(=C(C=1SC(=C(C1F)F)F)C=1SC(=C(C1F)F)F)C(=O)O